5-[(2S,6S)-2,6-dimethylmorpholin-4-yl]-2-[[3-methyl-5-(6-methyl-3-pyridyl)triazol-4-yl]methyl]pyridazin-3-one C[C@H]1CN(C[C@@H](O1)C)C1=CC(N(N=C1)CC=1N(N=NC1C=1C=NC(=CC1)C)C)=O